8-[[5-(difluoromethoxy)-6-[(5-methoxy-2-pyridinyl)methoxy]-3-pyridinyl]methyl]-3-methoxy-1,5-naphthyridine FC(OC=1C=C(C=NC1OCC1=NC=C(C=C1)OC)CC=1C=CN=C2C=C(C=NC12)OC)F